2-(((2R,3S,4R,5R)-5-(6-amino-2-chloro-9H-purin-9-yl)-3,4-dihydroxytetrahydrofuran-2-yl)methoxy)-3-(2'-(methoxy-carbonyl)-[1,1'-biphenyl]-4-yl)-2-phenylpropanoic acid NC1=C2N=CN(C2=NC(=N1)Cl)[C@H]1[C@@H]([C@@H]([C@H](O1)COC(C(=O)O)(CC1=CC=C(C=C1)C1=C(C=CC=C1)C(=O)OC)C1=CC=CC=C1)O)O